6,9-difluoro-11,17-dihydroxy-10,13,16-trimethyl-3-oxo-6,7,8,9,10,11,12,13,14,15,16,17-dodecahydro-3H-cyclopenta[a]phenanthrene-17-carboxylic acid FC1C2=CC(C=CC2(C2(C(CC3(C(C(CC3C2C1)C)(C(=O)O)O)C)O)F)C)=O